benzyl-pyrazolecarboxamide C(C1=CC=CC=C1)C=1C(=NNC1)C(=O)N